6-(methylthio)-2H-pyrido[3,4-d][1,3]oxazin-2,4(1H)-dione CSC1=CC2=C(NC(OC2=O)=O)C=N1